C(#N)C=1C=C(OCC(=O)N(CC=2SC=CC2)C2=CC=CC=C2)C=CC1 2-(3-Cyanophenoxy)-N-phenyl-N-(thiophen-2-ylmethyl)acetamide